C(C)(C)(C)OC(=O)N1CCN(CC1)C=1C=C(C=2N(C1Cl)C(=NC2)C)C2=C(C=C(C=C2)F)C(N(C(C)C)CC)=O 4-(5-Chloro-8-{2-[ethyl(isopropyl)carbamoyl]-4-fluorophenyl}-3-methylimidazo[1,5-a]pyridin-6-yl)piperazine-1-carboxylic acid tert-butyl ester